BrCC1=C(C=CC=C1Cl)\C(\C(=O)OC)=N/OC methyl (2E)-2-[2-(bromomethyl)-3-chloro-phenyl]-2-methoxyimino-acetate